CN(C(CC1=CNC2=CC=C(C=C12)O)([2H])[2H])C 3-(2-(dimethylamino)ethyl-2,2-d2)-1H-indol-5-ol